C(C)OC(C)N1N=CC(=C1)C1=C(C=2N(C=N1)N=C(N2)N[C@@H]2[C@@H](COCC2)F)OCC(F)(F)F 7-(1-(1-ethoxyethyl)-1H-pyrazol-4-yl)-N-((3S,4S)-3-fluorotetrahydro-2H-pyran-4-yl)-8-(2,2,2-trifluoroethoxy)-[1,2,4]triazolo[1,5-c]pyrimidin-2-amine